(E)-2-((3R,5R)-3-(4-amino-3-(2-fluoro-4-phenoxyphenyl)-1H-pyrazolo[3,4-d]pyrimidin-1-yl)-5-((tert-butyldimethylsilyl)oxy)piperidine-1-carbonyl)-4,4-dimethylpent-2-enenitrile NC1=C2C(=NC=N1)N(N=C2C2=C(C=C(C=C2)OC2=CC=CC=C2)F)[C@H]2CN(C[C@@H](C2)O[Si](C)(C)C(C)(C)C)C(=O)\C(\C#N)=C\C(C)(C)C